COC(=O)C1=CC2=C(S1)C=C(C=C2OC(C)C)N2CCOCC2 4-Isopropoxy-6-(4-morpholinyl)benzo[b]thiophene-2-carboxylic acid methyl ester